Ruthenium(III) Acetate C(C)(=O)[O-].[Ru+3].C(C)(=O)[O-].C(C)(=O)[O-]